O1[C@H](COCC1)CN1N=C2C3=C(CCC2=C1)OC(=C3C(F)(F)F)C(=O)NC[C@@H]3O[C@@H](CC3)C 2-{[(2S)-1,4-Dioxan-2-yl]methyl}-N-{[(2R,5R)-5-methyloxolan-2-yl]methyl}-8-(trifluoromethyl)-4,5-dihydro-2H-furo[2,3-g]indazol-7-carboxamid